(S)-N-[(R)-cyclopropyl(3,5-difluorophenyl)methyl]-2-methylpropane-2-sulfinamide C1(CC1)[C@@H](N[S@@](=O)C(C)(C)C)C1=CC(=CC(=C1)F)F